N12C=CCCCC2NCCC1 1,8-diazabicyclo(5.4.0)undecen